3-(4-Amino-3-butylphenoxy)propan-1-sulfonic acid NC1=C(C=C(OCCCS(=O)(=O)O)C=C1)CCCC